BrC1=CC(=C(CN2CC3=NC=CC=C3C2=O)C(=C1)Cl)Cl 6-(4-bromo-2,6-dichlorobenzyl)-6,7-dihydro-5H-pyrrolo-[3,4-b]pyridin-5-one